C(C1=CC=CC=C1)(=O)C(C(O)(O)O)(C(C(CCC(C1=CC=CC=C1)=O)C(C1=CC=CC=C1)=O)(C1=CC=CC=C1)C1=CC=CC=C1)C1=CC=CC=C1 2,4,6-tribenzoyltriphenyltrihydroxy-hexane